COC(=O)C=1C(=NC(=CC1)NC(=O)C1CC1)N1CCCCCC1 2-(azepan-1-yl)-6-(cyclopropanecarbonylamino)pyridine-3-carboxylic acid methyl ester